4,4'-[5-Methyl-(1,3-phenylene)bisoxy]bisaniline CC=1C=C(C=C(C1)OC1=CC=C(N)C=C1)OC1=CC=C(N)C=C1